COC1=C(C(=CC(=C1)OC)N)O 2,4-dimethoxy-6-aminophenol